Methyl (2S)-5-{[(benzyloxy)carbonyl]amino}-2-{[(2S)-1-[(2S)-pyrrolidine-2-carbonyl]pyrrolidin-2-yl]formamido}pentanoate C(C1=CC=CC=C1)OC(=O)NCCC[C@@H](C(=O)OC)NC(=O)[C@H]1N(CCC1)C(=O)[C@H]1NCCC1